(R)-2-(3-Chlorophenyl)-N-((S)-8,9-difluoro-6-oxo-1,4,5,6-tetrahydro-2H-pyrano[3,4-c]isoquinolin-1-yl)-2-hydroxy-N-methylacetamide ClC=1C=C(C=CC1)[C@H](C(=O)N(C)[C@@H]1COCC=2NC(C=3C=C(C(=CC3C21)F)F)=O)O